2,4-Dinitrobenzenesulfonic acid [N+](=O)([O-])C1=C(C=CC(=C1)[N+](=O)[O-])S(=O)(=O)O